8-(2,6-Difluorobenzyl)-2-((5-methylfuran-2-yl)methyl)-6-phenylimidazo[1,2-a]pyrazin-3(7H)-on FC1=C(CC2=C3N(C=C(N2)C2=CC=CC=C2)C(C(=N3)CC=3OC(=CC3)C)=O)C(=CC=C1)F